(Z)-S-(4-((tert-butoxycarbonyl) amino) but-2-en-1-yl) thiobenzenesulfonate C1(=CC=CC=C1)S(=O)(=O)SC\C=C/CNC(=O)OC(C)(C)C